imidazo[1,5-a]quinoxalin-4-amine C1=NC=C2N1C1=CC=CC=C1N=C2N